2,2-bis(4-formylphenyl)hexafluoropropane C(=O)C1=CC=C(C=C1)C(C(F)(F)F)(C(F)(F)F)C1=CC=C(C=C1)C=O